6-benzylsulfanyl-2-methyl-4-pyrrolidin-1-yl-quinazoline C(C1=CC=CC=C1)SC=1C=C2C(=NC(=NC2=CC1)C)N1CCCC1